tert-butyl-(R)-3-[2-(2-methylpyrimidine-5-Carbonyl)-6-(3-methyl-1H-pyrrolo[2,3-b]pyridin-5-yl)-1,2,3,4-tetrahydroisoquinolin-8-yl]morpholine C(C)(C)(C)N1[C@@H](COCC1)C=1C=C(C=C2CCN(CC12)C(=O)C=1C=NC(=NC1)C)C=1C=C2C(=NC1)NC=C2C